C(C)OC(C(CCC)C)=O ethyl-2-methylpentanoate